(E)-11-[(4-aminophenyl)sulfonylamino]undec-2-enoic acid NC1=CC=C(C=C1)S(=O)(=O)NCCCCCCCC/C=C/C(=O)O